C(C)(C)(C)[C@@H]1CC[C@H](CC1)C1=CC(=C2C=NC(=NN21)N[C@H]2[C@@H](COCC2)O)F (3S,4R)-4-((7-(trans-4-(tert-butyl)cyclohexyl)-5-fluoropyrrolo[2,1-f][1,2,4]triazin-2-yl)amino)tetrahydro-2H-pyran-3-ol